2,6-bis(methoxymethyl)-4-ethoxyphenol COCC1=C(C(=CC(=C1)OCC)COC)O